(rac)-(cis)-3-methyl-4-(4-(trifluoromethyl)phenyl)piperidine C[C@@H]1CNCC[C@@H]1C1=CC=C(C=C1)C(F)(F)F |r|